N[C@@]1(CN(C[C@H]1CCCB1OC(C(O1)(C)C)(C)C)S(NC1CN(C1)C(=O)OC(C)(C)C)(=O)=O)C(=O)O |r| (rac)-trans-3-amino-1-(N-(1-(tert-butoxycarbonyl)azetidin-3-yl)sulfamoyl)-4-(3-(4,4,5,5-tetramethyl-1,3,2-dioxaborolan-2-yl)propyl)pyrrolidine-3-carboxylic acid